ClC1=CC=C(C=C1)C1=N[C@H](C=2N(C3=C1C(=C(S3)C)C)C(=NN2)C)CC(=O)NCCNC(CCC(=O)NC2=C(C=CC=C2)C(NC=2SC(=C(N2)C)C)=O)=O (S)-N1-(2-(2-(4-(4-chlorophenyl)-2,3,9-trimethyl-6H-thieno[3,2-f][1,2,4]triazolo[4,3-a][1,4]diazepin-6-yl)acetamido)ethyl)-N4-(2-((4,5-dimethylthiazol-2-yl)carbamoyl)phenyl)succinamide